5-(trifluoromethyl)-1H-benzo[d]imidazole-2-carbonyl chloride FC(C1=CC2=C(NC(=N2)C(=O)Cl)C=C1)(F)F